methyl (1s,4s)-4-(3-chloroanilino)-2'-(3-hydroxypropyl)-2',3'-dihydrospiro[cyclohexane-1,1'-isoindole]-4-carboxylate ClC=1C=C(NC2(CCC3(N(CC4=CC=CC=C34)CCCO)CC2)C(=O)OC)C=CC1